FC(C(=O)[O-])=C Fluoroacrylat